6-chloro-7-(cyclopropoxy)imidazo[1,2-a]pyridine ClC=1C(=CC=2N(C1)C=CN2)OC2CC2